ClC1=CC=C(C=C1)S(=O)(=O)Cl 4-chlorobenzene-sulfonyl chloride